C(C)OC1=C(C=C(C=C1)S(=O)(=O)N1CCN(CC1)CC)C1=NN2C(C(N1)=O)=C(N=C2CCC)C 2-[2-ethoxy-5-(4-ethyl-piperazin-1-yl-sulfonyl)phenyl]-5-methyl-7-propyl-3H-imidazo[5,1-f][1,2,4]triazin-4-one